CC=1C=C(C=C2CCC(NC12)=O)C1CC2=C(N=CC=C2C(=O)N)O1 (8-methyl-2-oxo-3,4-dihydro-1H-quinolin-6-yl)-2,3-dihydrofuro[2,3-b]Pyridine-4-carboxamide